3-(4-(3-amino-1H-pyrazolo[3,4-b]pyridin-5-yl)benzylamino)-6-cyano-N-(3,4-difluorobenzyl)pyrazine-2-carboxamide NC1=NNC2=NC=C(C=C21)C2=CC=C(CNC=1C(=NC(=CN1)C#N)C(=O)NCC1=CC(=C(C=C1)F)F)C=C2